ClCCN(C1=CC=C(C=C1)O)CCCl p-[bis(2-chloroethyl)amino]phenol